S1C(=NC2=C1C=CC=C2)NC=2C=CC(=C(CN1CCN(CC1)C(=O)C1CCCC1)C2)C (4-(5-(benzo[d]thiazol-2-ylamino)-2-methylbenzyl)piperazin-1-yl)(cyclopentyl)methanone